NC1=NC=CC=C1C1=NC=2C(=NC=CC2)N1C1=CC=C(CNC(CC2=CC=C3C=CN(C3=C2)C(=O)N(C)C)=O)C=C1 6-(2-((4-(2-(2-aminopyridin-3-yl)-3H-imidazo[4,5-b]pyridin-3-yl)benzyl)amino)-2-oxoethyl)-N,N-dimethyl-1H-indole-1-carboxamide